1-(5-(4-(1-(2,3-dihydrobenzofuran-6-yl)ethyl)piperazin-1-yl)-1,3,4-thiadiazol-2-yl)ethan-1-ol O1CCC2=C1C=C(C=C2)C(C)N2CCN(CC2)C2=NN=C(S2)C(C)O